SCCCSCCCSCCCSCCC 1,5,9,13-tetrathiahexadecane